C(=O)(OC(C)(C)C)N[C@@H](CCCCNC(=O)OC(C)(C)C)C(=O)O Nα,Nε-bis(Boc)-L-lysine